7-(3-methylpyrrolidin-1-yl)-5-(4-(trifluoromethyl)phenyl)-1,2,3,4-tetrahydroisoquinoline hydrochloride Cl.CC1CN(CC1)C1=CC(=C2CCNCC2=C1)C1=CC=C(C=C1)C(F)(F)F